3-methoxy-1,3,5-trimethyl-8-[[(1R)-1-[3-(1,1-difluoro-2-hydroxy-ethyl)-2,5-dimethyl-phenyl]ethyl]amino]pyrrolo[2,3-g]phthalazin-2-one COC1(C(N(C2=CC=3C(=NN=C(C3C=C21)C)N[C@H](C)C2=C(C(=CC(=C2)C)C(CO)(F)F)C)C)=O)C